O=C1NC(CCC1N1C(C2=CC=C(C=C2C1)NC(=O)N1CCC2=CC(=CC=C12)C1(CC1)C)=O)=O N-(2-(2,6-dioxopiperidin-3-yl)-1-oxoisoindolin-5-yl)-5-(1-methylcyclopropyl)indoline-1-carboxamide